benzyl 4-{2-[1-(tert-butoxycarbonyl) piperidin-4-yl]ethynyl}piperidine-1-carboxylate C(C)(C)(C)OC(=O)N1CCC(CC1)C#CC1CCN(CC1)C(=O)OCC1=CC=CC=C1